2-(6-(5-chloro-1-((6-phenylpyridin-3-yl)methyl)-1H-indazole-7-carboxamido)spiro[3.3]heptane-2-yl)acetic acid ClC=1C=C2C=NN(C2=C(C1)C(=O)NC1CC2(CC(C2)CC(=O)O)C1)CC=1C=NC(=CC1)C1=CC=CC=C1